C1(CC1)C1=CC=C2C(C(=NN(C2=C1)CC)CCO)=O 7-cyclopropyl-1-ethyl-3-(2-hydroxyethyl)cinnolin-4(1H)-one